2-[(4-{6-[(2-chloro-4-methylphenyl)(methyl)amino]pyridine-2-carbonyl}piperazin-1-yl)methyl]-1-{[(2S)-oxetan-2-yl]methyl}-1H-1,3-benzodiazole-6-carboxylic acid ClC1=C(C=CC(=C1)C)N(C1=CC=CC(=N1)C(=O)N1CCN(CC1)CC1=NC2=C(N1C[C@H]1OCC1)C=C(C=C2)C(=O)O)C